(2R,3R,4S,5R)-2-{6-amino-2-{2-[(E)-4-(pyrrolidin-1-yl)benzylidene]hydrazino}-9H-purin-9-yl}-5-(hydroxymethyl)tetrahydrofuran-3,4-diol NC1=C2N=CN(C2=NC(=N1)N/N=C/C1=CC=C(C=C1)N1CCCC1)[C@@H]1O[C@@H]([C@H]([C@H]1O)O)CO